2-allylthio-1-(naphthalen-2-yl)ethan-1-one C(C=C)SCC(=O)C1=CC2=CC=CC=C2C=C1